3,4-bis(benzyloxy)butan-1-amine C(C1=CC=CC=C1)OC(CCN)COCC1=CC=CC=C1